(4-(2-(4-(3-chloropropyl)piperazin-1-yl)ethoxy)phenyl)methanone ClCCCN1CCN(CC1)CCOC1=CC=C(C=C1)C=O